1-(3-aminophenyl)-N-(4-chloro-1-(tetrahydro-2H-pyran-2-yl)-1H-indazol-5-yl)-1H-pyrazolo[4,3-b]pyridin-3-amine NC=1C=C(C=CC1)N1N=C(C2=NC=CC=C21)NC=2C(=C1C=NN(C1=CC2)C2OCCCC2)Cl